OC1C(CCC2=C1N=C(S2)C(=O)N)C2N1C(C3=CC=CC=C23)=CN=C1 4-hydroxy-5-(5H-imidazo[5,1-a]isoindol-5-yl)-4,5,6,7-tetrahydrobenzo[d]thiazole-2-carboxamide